3-(4-((4-(2-acetoxy-3-chloropropoxy)-3-chlorophenyl)sulfonyl)phenoxy)propane-1,2-diyl diacetate C(C)(=O)OCC(COC1=CC=C(C=C1)S(=O)(=O)C1=CC(=C(C=C1)OCC(CCl)OC(C)=O)Cl)OC(C)=O